C(=O)[C@H](CC)NC(OC(C)(C)C)=O tert-butyl N-[(1S)-1-formylpropyl]carbamate